N-(2,6-dioxopiperidin-3-yl)-2-fluoro-4-(4-(((5-fluoro-4-oxo-2-(((tetrahydro-2H-pyran-4-yl)thio)methyl)-3,4-dihydroquinazolin-7-yl)oxy)methyl)-[1,4'-bipiperidin]-1'-yl)benzamide O=C1NC(CCC1NC(C1=C(C=C(C=C1)N1CCC(CC1)N1CCC(CC1)COC1=CC(=C2C(NC(=NC2=C1)CSC1CCOCC1)=O)F)F)=O)=O